C(C1=CC=CC=C1)ON([C@H]1CC[C@@H](N(C1)C(=O)OC(C)(C)C)C(=O)NNC(=O)C1CC(C1)OC(F)(F)F)C(=O)OCC1=CC=CC=C1 tert-butyl (2R,5S)-5-[(benzyloxy)[(benzyloxy)carbonyl]amino]-2-{N'-[(1s,3s)-3-(trifluoromethoxy)cyclobutanecarbonyl]hydrazinecarbonyl}piperidine-1-carboxylate